COC1=NC=CC(=C1)C1=C(C(=CC=C1)C)NC(=O)N=[S@](=O)(N)C=1C=NN2C1OCC(C2)(C)C (R)-N'-((2-(2-methoxypyridin-4-yl)-6-methylphenyl)carbamoyl)-6,6-dimethyl-6,7-dihydro-5H-pyrazolo[5,1-b][1,3]oxazine-3-sulfonimidamide